CC=1C=C(C=C(C1)C)N1C=NC2=C1C=CC=C2C#N 1-(3,5-dimethylphenyl)-1H-benzo[d]imidazole-4-carbonitrile